N-(7-Azaspiro[3.5]nonan-2-yl)-3-[5-(trifluoromethyl)-2-thienyl]imidazo[1,2-b]pyridazine-6-amine C1C(CC12CCNCC2)NC=2C=CC=1N(N2)C(=CN1)C=1SC(=CC1)C(F)(F)F